C1(CC1)CC1=C(C(=NN1C=1SC=C(N1)C(=O)O)C1=CC(=CC=C1)C#CC=1SC(=CC1)C1CC1)CC1=CC(=C(C=C1)S(N)(=O)=O)F 2-(5-(cyclopropylmethyl)-3-(3-((5-cyclopropylthiophen-2-yl)ethynyl)phenyl)-4-(3-fluoro-4-sulfamoylbenzyl)-1H-pyrazol-1-yl)thiazole-4-carboxylic acid